CC1=C(C=CC=C1)NC1=CC(=NC=N1)N1CC(C(CC1)N1CC2=CC=CC=C2CC1)O (6-((2-methylphenyl)amino)pyrimidin-4-yl)-4-(3,4-dihydro-isoquinolin-2(1H)-yl)piperidin-3-ol